2-(1-propyl-1H-imidazol-4-yl)ethan-1-amine C(CC)N1C=NC(=C1)CCN